C(CC(C)C)C1=CC=C2CC(C(C2=C1)=O)C 6-isopentyl-2-methyl-2,3-dihydro-1H-inden-1-one